C(C)(C)(C)OC(=O)N1[C@H](CCC1)C(=O)NC1=CC=C(C=N1)C=1C=NC(=CC1)C(=O)OC(C)(C)C tert-butyl 6'-{[1-(tert-butoxycarbonyl)-D-prolyl]amino}[3,3'-bipyridine]-6-carboxylate